3-[[2-(4-nitrophenyl)imidazo[1,2-a]pyrazin-3-yl]amino]benzoic acid [N+](=O)([O-])C1=CC=C(C=C1)C=1N=C2N(C=CN=C2)C1NC=1C=C(C(=O)O)C=CC1